methyl 2-methyl-4-(((thiazol-4-ylmethyl)amino)methyl)benzoate CC1=C(C(=O)OC)C=CC(=C1)CNCC=1N=CSC1